N-(cis-1-((1,2-dimethyl-1H-imidazol-4-yl)sulfonyl)-2-(((cis-4-isopropylcyclohexyl)oxy)methyl)-piperidin-3-yl)methanesulfonamide CN1C(=NC(=C1)S(=O)(=O)N1[C@H]([C@H](CCC1)NS(=O)(=O)C)CO[C@@H]1CC[C@@H](CC1)C(C)C)C